7-methyl-3-methylene-oct-1,6-diene CC(=CCCC(C=C)=C)C